OCC(C1=CC=CC=C1)N(S(=O)(=O)C=C)C N-(2-hydroxy-1-phenylethyl)-N-methylethenesulfonamide